11β-(4-dimethylaminoethoxyphenyl)-17α-propynyl-17β-hydroxy-4,9-estradien-3-one CN(C)CCOC1=CC=C(C=C1)[C@@H]1C2=C3CCC(C=C3CC[C@H]2[C@@H]2CC[C@@]([C@@]2(C)C1)(O)C#CC)=O